aluminum dihydrogen phosphate Calcium phosphate P(=O)([O-])([O-])[O-].[Ca+2].P(=O)(O)(O)[O-].[Al+3]